OC1=C(OC2=CC(=CC(=C2C1=O)O)O)C1=CC(=C(C=C1)O)O 3,3',4',5,7-pentahydroxyflavone